1-(4-(7-methoxy-3-(6-(((3R,4S)-4-(trifluoro-methyl)pyrrolidin-3-yl)-amino)pyridin-2-yl)-imidazo[1,2-a]pyridin-6-yl)-1H-pyrazol-1-yl)-2-methylpropan-2-ol COC1=CC=2N(C=C1C=1C=NN(C1)CC(C)(O)C)C(=CN2)C2=NC(=CC=C2)N[C@H]2CNC[C@@H]2C(F)(F)F